C(C)NC1=CC=C(C(=O)O)C=C1 4-(ethylamino)benzoic acid